CNC=1SC(=NN1)NC1=CC=C(C2=NON=C21)N2CCOCC2 N2-methyl-N5-(7-morpholinylbenzo[c][1,2,5]oxadiazol-4-yl)-1,3,4-thiadiazole-2,5-diamine